O=S1(CCC=CC1)=O 1,1-dioxido-3,6-dihydro-2H-thiopyran